1-isopropyl-3-(6-oxazol-2-yl-1H-indol-2-yl)pyrazolo[3,4-d]pyrimidin-4-amine C(C)(C)N1N=C(C=2C1=NC=NC2N)C=2NC1=CC(=CC=C1C2)C=2OC=CN2